O1C(CCC2=CC=CC=C12)C(=O)O.[F] fluorine chromanate